ClC1=NC(=C2N=CN(C2=N1)C)CC1=C(C=CC=C1)F 2-chloro-6-(2-fluorobenzyl)-9-methyl-9H-purine